N-[2-(1-benzylpiperidin-4-yl)ethyl]-1-(4-cyano-3-fluorophenyl)piperidine-4-carboxamide C(C1=CC=CC=C1)N1CCC(CC1)CCNC(=O)C1CCN(CC1)C1=CC(=C(C=C1)C#N)F